2-(ethylthio)-3-(6-(2,2,3,3,3-pentafluoropropoxy)pyridazin-3-yl)-7-(trifluoromethyl)pyrazolo[1,5-a]pyrimidine C(C)SC1=NN2C(N=CC=C2C(F)(F)F)=C1C=1N=NC(=CC1)OCC(C(F)(F)F)(F)F